PhosphoCreatine CN(CC(=O)O)C(=N)NP(=O)(O)O